tert-butyl 3-(5-(3-fluoro-5-(hydroxy (phenyl) methyl) phenylcarbamoyl)-3-(trifluoromethyl)-1H-pyrazol-1-yl)benzylcarbamate FC=1C=C(C=C(C1)C(C1=CC=CC=C1)O)NC(=O)C1=CC(=NN1C=1C=C(CNC(OC(C)(C)C)=O)C=CC1)C(F)(F)F